3-((2-methoxyethoxy)methyl)benzene COCCOCC=1C=CC=CC1